Br.OC1=CC=C(C=C1)NC(=O)N1[C@@H]2CN[C@H](C1)C2 (1s,4s)-N-(4-hydroxyphenyl)-2,5-diazabicyclo[2.2.1]Heptane-2-carboxamide HBr